C(C)O[Si](CCCSSSSCCC[Si](OCC)(OCC)OCC)(OCC)OCC bis-(3-(triethoxysilyl)-propyl) tetrasulfide